2-(ethoxycarbonyl)ethyl chloride C(C)OC(=O)CCCl